2-[[6-[3-(Difluoromethyl)-4-fluoro-phenyl]-3-methyl-pyrazolo[4,3-b]pyridin-1-yl]methyl]-5-methyl-1,3,4-thiadiazole FC(C=1C=C(C=CC1F)C=1C=C2C(=NC1)C(=NN2CC=2SC(=NN2)C)C)F